9-((4-(((S)-2-Hydroxy-1-phenylethyl)amino)-5-(1,3,4-oxadiazol-2-yl)pyrimidin-2-yl)amino)-1,3,4,10b-tetrahydropyrido[2,1-a]isoindol-6(2H)-one OC[C@H](C1=CC=CC=C1)NC1=NC(=NC=C1C=1OC=NN1)NC1=CC=C2C(N3C(C2=C1)CCCC3)=O